7-(2,5-dimethylphenyl)-N-((3aR,5s,6aS)-2-((tetrahydro-2H-pyran-4-yl)methyl)octahydrocyclopenta[c]pyrrol-5-yl)thieno[2,3-d]pyridazin-4-amine CC1=C(C=C(C=C1)C)C=1N=NC(=C2C1SC=C2)NC2C[C@@H]1[C@@H](CN(C1)CC1CCOCC1)C2